acryloylaminomethyl-phosphonic acid C(C=C)(=O)NCP(O)(O)=O